L-(+)-Rhamnose-Monohydrate O.O=C[C@H](O)[C@H](O)[C@@H](O)[C@@H](O)C